[Mn].[Li].O1CC=CC1 2,5-dihydrofuran lithium-manganese